N-(cis-3-(7-hydroxy-3,7-dihydro-[1,2]oxaborinino[5,6-d]pyrrolo[2,3-b]pyridin-9-yl)cyclobutyl)ethanesulfonamide OB1OC=2C(=C3C(=NC2)NC=C3)C(=C1)[C@H]1C[C@H](C1)NS(=O)(=O)CC